tert-butyl 3-(7-bromobenzo[d]oxazole-2-carboxamido)-4,4-difluoropiperidine-1-carboxylate BrC1=CC=CC=2N=C(OC21)C(=O)NC2CN(CCC2(F)F)C(=O)OC(C)(C)C